8-[5-[5-[(1R)-1-(3,5-dichloro-4-pyridyl)ethoxy]-1H-indazol-3-yl]-2-pyridyl]-2-methyl-2,8-diazaspiro[4.5]decane ClC=1C=NC=C(C1[C@@H](C)OC=1C=C2C(=NNC2=CC1)C=1C=CC(=NC1)N1CCC2(CCN(C2)C)CC1)Cl